2-(3-chloro-5-(4-methylbenzoyloxy)benzylideneamino)-3-(4-hydroxyphenyl)propanoic acid ClC=1C=C(C=NC(C(=O)O)CC2=CC=C(C=C2)O)C=C(C1)OC(C1=CC=C(C=C1)C)=O